(5S,8R)-8-(cyanomethyl)-N-(2,4-dichlorobenzyl)-5-fluoro-8-hydroxy-5,6,7,8-tetrahydroquinoline-5-carboxamide C(#N)C[C@@]1(CC[C@](C=2C=CC=NC12)(C(=O)NCC1=C(C=C(C=C1)Cl)Cl)F)O